(S)-(4-(4-bromopyrazolo[1,5-a]pyridin-2-yl)-1,4,6,7-tetrahydro-5H-imidazo[4,5-c]pyridin-5-yl)(5-(2-fluoropropan-2-yl)-1,3,4-oxadiazol-2-yl)methanone BrC=1C=2N(C=CC1)N=C(C2)[C@H]2N(CCC1=C2N=CN1)C(=O)C=1OC(=NN1)C(C)(C)F